OCC1=C2C(=NC=C1)N(N=C2C2CN(C2)C(\C=C\C)=O)C2=CC=C(C=C2)OC(F)(F)F (E)-1-[3-[4-(hydroxymethyl)-1-[4-(trifluoromethoxy)phenyl]pyrazolo[3,4-b]pyridin-3-yl]azetidin-1-yl]but-2-en-1-one